BrC1OCCOC1 bromo-1,4-dioxane